OC(CN(CCCCCCCC(=O)OC(CCCCCCCC)CCCCCCCC)CCCCCC(OCCCCCCCCCCC)=O)CCCCNC(=O)C=1N(C=C(C1)O)C Heptadecan-9-yl 8-((2-hydroxy-6-(4-hydroxy-1-methyl-1H-pyrrole-2-carboxamido)hexyl)(6-oxo-6-(undecyloxy)hexyl)amino)octanoate